NC=1C2=C(N=CN1)N(C=C2C2=C(C=C(C=C2)OC2=CC=CC=C2)F)C2CCC(CC2)=O 4-(4-amino-5-(2-fluoro-4-phenoxyphenyl)-7H-pyrrolo[2,3-d]pyrimidin-7-yl)cyclohexanone